[2-(aminomethyl)-3,3-difluoro-allyl]-4-[3-methyl-5-(4-piperazin-1-ylphenyl)-2-pyridinyl]-1,2,4-triazol-3-one bistrifluoroacetate salt FC(C(=O)O)(F)F.FC(C(=O)O)(F)F.NCC(CC=1N(C(NN1)=O)C1=NC=C(C=C1C)C1=CC=C(C=C1)N1CCNCC1)=C(F)F